5-((Boc)amino)-2-fluoropentanoic acid C(=O)(OC(C)(C)C)NCCCC(C(=O)O)F